(2R,3R,4R,5S)-3,4,5-tris(benzyloxy)-2-methyl-1-(((R)-1-(2-(trifluoromethoxy)phenyl)pyrrolidin-3-yl)methyl)piperidine C(C1=CC=CC=C1)O[C@@H]1[C@H](N(C[C@@H]([C@H]1OCC1=CC=CC=C1)OCC1=CC=CC=C1)C[C@@H]1CN(CC1)C1=C(C=CC=C1)OC(F)(F)F)C